(3,7-dimethyl-6-octenoxy)acetaldehyde CC(CCOCC=O)CCC=C(C)C